OCCNC1CN(CC1)C=1N=NC(=CN1)C1=C(C=C(C=C1)C=1C=NNC1)O 2-(3-{3-[(2-hydroxyethyl)amino]pyrrolidin-1-yl}-1,2,4-triazin-6-yl)-5-(1H-pyrazol-4-yl)phenol